7-[8-Chloro-11-[3-(4-chloro-3,5-dimethyl-phenoxy)propyl]-1-oxo-7-(1,3,5-trimethylpyrazol-4-yl)-4,5-dihydro-3H-[1,4]diazepino[1,2-a]indol-2-yl]-2-methyl-indazole-3-carboxylic Acid ClC=1C=CC=2C(=C3N(C2C1C=1C(=NN(C1C)C)C)CCCN(C3=O)C3=CC=CC1=C(N(N=C31)C)C(=O)O)CCCOC3=CC(=C(C(=C3)C)Cl)C